3-((5-amino-6-formylpyrazin-2-yl)ethynyl)-4-methyl-N-(4-((4-methylpiperazin-1-yl)methyl)-3-(triFluoromethyl)phenyl)benzamide NC=1N=CC(=NC1C=O)C#CC=1C=C(C(=O)NC2=CC(=C(C=C2)CN2CCN(CC2)C)C(F)(F)F)C=CC1C